2,4-dichloro-1,1,1,4,4-pentafluorobutane ClC(C(F)(F)F)CC(F)(F)Cl